ClC1=C(C=CC=C1)CC(=O)NC1=CC(=C(C=C1)COC=1C=NN(C1)C(F)F)S(N)(=O)=O 2-(2-chlorophenyl)-N-(4-(((1-(difluoromethyl)-1H-pyrazol-4-yl)oxy)methyl)-3-sulfamoylphenyl)acetamide